ClC1=CC=C(C=C1)[C@H]1[C@H](N(C([C@@H](O1)CCCN1CCOCC1)=O)[C@@H](C(=O)OCC)CCC)C1=CC=C(C=C1)Cl ethyl (2R)-2-((2S,3R,6S)-2,3-bis(4-chlorophenyl)-6-(3-(4-morpholinyl)propyl)-5-oxo-4-morpholinyl)pentanoate